The molecule is a 2-oxo monocarboxylic acid that is octadecanoic acid (stearic acid) in which the hydrogens at position 2 have been replaced by an oxo group. It derives from an octadecanoic acid. It is a conjugate acid of a 2-oxooctadecanoate. CCCCCCCCCCCCCCCCC(=O)C(=O)O